ClC1=C2C(=NC=C1C#CC1=CC=NC=C1)NC=C2 4-chloro-5-(pyridin-4-ylethynyl)-1H-pyrrolo[2,3-b]pyridine